FC(OC1=C(C=CC(=C1F)F)[C@@H]1[C@H](O[C@]([C@@H]1C)(C(F)(F)F)C)C(=O)NC1=CC(=NC=C1C)C(=O)N)F (2S,3R,4R,5R)-4-[[3-[2-(Difluoromethoxy)-3,4-difluorophenyl]-4,5-dimethyl-5-(trifluoromethyl)tetrahydrofuran-2-carbonyl]amino]-5-methyl-pyridin-2-carboxamid